FC1(CCN(CC1)C1=NN=C(O1)C1=CC2=C(C(CC(C(N2CC2=CC=C(C=C2)/C(/N)=N/O)=O)NC(OC(C)(C)C)=O)(F)F)C=C1F)F tert-butyl N-[8-[5-(4,4-difluoro-1-piperidyl)-1,3,4-oxadiazol-2-yl]-5,5,7-trifluoro-1-[[4-[(Z)-N'-hydroxycarbamimidoyl]phenyl]methyl]-2-oxo-3,4-dihydro-1-benzazepin-3-yl]carbamate